O1CCC(CC1)ONC(C1=CC=CC=C1)=O N-((tetrahydro-2H-pyran-4-yl)oxy)benzamide